2-[[(1S)-1-[6-methyl-2-morpholino-4-oxo-3-(2,2,2-trifluoroethyl)quinazolin-8-yl]ethyl]amino]benzoic acid CC=1C=C2C(N(C(=NC2=C(C1)[C@H](C)NC1=C(C(=O)O)C=CC=C1)N1CCOCC1)CC(F)(F)F)=O